NC1=C(C=C(CN2CC3(CC2=O)CN(CC3)C3=NC=NC=C3OC3=C(C=C(C=C3)F)C3=CC=NN3C(C)C)C=C1)[N+](=O)[O-] 2-(4-amino-3-nitrobenzyl)-7-(5-(4-fluoro-2-(1-isopropyl-1H-pyrazol-5-yl)phenoxy)pyrimidin-4-yl)-2,7-diazaspiro[4.4]Nonan-3-one